2-(2-((3r,4r)-3-amino-4-fluoropiperidin-1-yl)-6-bromo-1H-benzo[d]imidazol-1-yl)-1-(azetidin-1-yl)ethan-1-one tert-butyl-1-[4-[(2,6-dioxo-3-piperidyl)oxy]phenyl]piperidine-4-carboxylate C(C)(C)(C)OC(=O)C1CCN(CC1)C1=CC=C(C=C1)OC1C(NC(CC1)=O)=O.N[C@@H]1CN(CC[C@H]1F)C1=NC2=C(N1CC(=O)N1CCC1)C=C(C=C2)Br